1-[4-(dimethylethoxysilyl)phenyl]-1-[4-(N,N-dimethylamino)phenyl]ethene lithium 4-(methylaminomethyl)-2-(1-methyltetrazol-5-yl)sulfanyl-5-nitro-benzoate CNCC1=CC(=C(C(=O)[O-])C=C1[N+](=O)[O-])SC1=NN=NN1C.[Li+].C[Si](C1=CC=C(C=C1)C(=C)C1=CC=C(C=C1)N(C)C)(OCC)C